ClC1=NC=NC=2NC3=CC=C(C=C3C21)Cl 4,6-Dichloro-9H-pyrimido[4,5-b]indole